1,3-dihydroxypropan-2-yl (Z)-16-hydroxyhexadec-10-enoate OCCCCC\C=C/CCCCCCCCC(=O)OC(CO)CO